3-(4-Cyano-3-(trifluoromethyl)phenyl)-N-(3,4-dicyanophenyl)-2-(trifluoromethyl)oxazolidin-5-carboxamid C(#N)C1=C(C=C(C=C1)N1C(OC(C1)C(=O)NC1=CC(=C(C=C1)C#N)C#N)C(F)(F)F)C(F)(F)F